8-chloro-5-((2-(2-((5-fluoro-1-methyl-2-oxo-1,2-dihydropyridin-4-yl)amino)ethyl)-2-azaspiro[3.3]heptan-6-yl)methyl)-2-methylphthalazin-1(2H)-one isopropyl-gamma-chlorobutyrate C(C)(C)OC(CCCCl)=O.ClC=1C=CC(=C2C=NN(C(C12)=O)C)CC1CC2(CN(C2)CCNC2=CC(N(C=C2F)C)=O)C1